8-(5-fluoro-2,3-dihydro-1H-inden-4-yl)-9-(4-((1-(3-fluoropropyl)azetidin-3-ylidene)methyl)phenyl)-6,7-dihydro-5H-benzo[7]annulene-3-carboxylic acid FC=1C(=C2CCCC2=CC1)C=1CCCC2=C(C1C1=CC=C(C=C1)C=C1CN(C1)CCCF)C=CC(=C2)C(=O)O